C(C)NC(=O)C=1C=NN(C1)CC1=CC=C(C=C1)C1=NOC(=N1)C(F)(F)F N-Ethyl-1-[[4-[5-(trifluoromethyl)-1,2,4-oxadiazol-3-yl]phenyl]methyl]pyrazol-4-carboxamid